[Na].IC=1C(=NNC1I)[N+](=O)[O-] 4,5-diiodo-3-nitro-1H-pyrazole sodium salt